BrCC(=O)C=1C=CC(=NC1)NC(OC)=O Methyl (5-(2-bromoacetyl)pyridin-2-yl)carbamate